C(C)N1C[C@H]2[C@H](OCCN2C2=CC(=C(N=N2)C2=C(C=C(C=C2)C)O)C(F)F)CC1 2-[6-[(4aS,8aR)-6-ethyl-3,4a,5,7,8,8a-hexahydro-2H-pyrido[4,3-b][1,4]oxazin-4-yl]-4-(difluoromethyl)pyridazin-3-yl]-5-methyl-phenol